[(2-(9-(Pyridin-2-yl)-6-oxaspiro[4.5]decan-9-yl)ethyl)aminomethyl]-2-trifluoromethoxylbenzonitril N1=C(C=CC=C1)C1(CCOC2(CCCC2)C1)CCNCC=1C(=C(C#N)C=CC1)OC(F)(F)F